C(#N)C1=CC=CC=N1 6-cyano-pyridine